ClC1=C(C(=CC=C1)Cl)C#CC=1C=C2CCC(C2=CC1)N1CCC(CC1)(C(=O)OCC)F ethyl 1-(5-((2,6-dichlorophenyl)ethynyl)-2,3-dihydro-1H-inden-1-yl)-4-fluoropiperidine-4-carboxylate